O[Si]1(O[Si](O[Si](O[Si](O1)(C)C)(C)C)(C)C)C hydroxy-heptamethyl-cyclotetrasiloxane